C1(CC1)C1=NOC(=N1)C12CCC(CC1)(CC2)CN(C(=O)C2CCC(CC2)(F)F)C2=CC(=CC=C2)C=2OC1=C(N2)C=C(C=C1)F N-((4-(3-cyclopropyl-1,2,4-oxadiazol-5-yl)bicyclo[2.2.2]octan-1-yl)methyl)-4,4-difluoro-N-(3-(5-fluorobenzo[d]oxazol-2-yl)phenyl)cyclohexane-1-carboxamide